O1COC2=C1C=CC(=C2)CNC(C2=C(C=CC(=C2)N2C=NN=C2)Cl)=O N-benzo[1,3]dioxol-5-ylmethyl-2-chloro-5-[1,2,4]triazol-4-yl-benzamide